2-((4-(2-(benzyloxy)-4-(trifluoromethyl)phenyl)pyrazolo[1,5-d][1,2,4]triazin-7-yl)amino)cyclohexan-1-ol C(C1=CC=CC=C1)OC1=C(C=CC(=C1)C(F)(F)F)C=1C=2N(C(=NN1)NC1C(CCCC1)O)N=CC2